C(C=C)SSCC=C 3-(allyldisulfanyl)-1-propene